CN(C/C=C/S(=O)(=O)NC(NC1=C2CCCC2=CC=2CC=CC12)=O)C (E)-3-(dimethylamino)-N-((1,2,3,7-tetrahydro-s-indacen-4-yl)carbamoyl)prop-1-ene-1-sulfonamide